C1(CC1)C=1N=CC2=CC3=C(C(=C2C1)S(NCC1(COC1)F)(=O)=O)CC(C3)C(=O)O 3-cyclopropyl-5-[(3-fluorooxetan-3-yl)methylsulfamoyl]-7,8-dihydro-6H-cyclopenta[g]Isoquinoline-7-carboxylic acid